ClC1=CNC=C1C1=C(C(=CC=C1)Cl)[N+](=O)[O-] 3-chloro-4-(3-chloro-2-nitrophenyl)-pyrrole